2-phenyl-5-trifluoromethyl-isothiazolo[5,4-b]pyridin-3(2H)-one C1(=CC=CC=C1)N1SC2=NC=C(C=C2C1=O)C(F)(F)F